ClC1=CC=C2C(=C1)NC(C21N(C(C=2N=C(N(C21)C(C)C)C2=C(C=CC(=C2)OC)C(C)C)=O)C2=C(C=CC(=C2)Cl)C)=O 6-chloro-5'-(5-chloro-2-methylphenyl)-3'-isopropyl-2'-(2-isopropyl-5-methoxyphenyl)-3'H-spiro[indoline-3,4'-pyrrolo[3,4-d]imidazole]-2,6'(5'H)-dione